magnesium-silicon iron [Fe].[Si].[Mg]